NC1=NC=C(C2=C1C=NN2)NC(=O)C(=O)N(CC2CCCCC2)CC2=CC=CC=C2 N-(4-amino-1H-pyrazolo[4,3-c]pyridin-7-yl)-N'-benzyl-N'-(cyclohexylmethyl)oxamide